O=C1NC(CCC1N1C(C2=CC=C(C=C2C1=O)CN1CCN(CC1)C=1C2=C(N=CN1)SC1=C2CCCC1)=O)=O 2-(2,6-dioxopiperidin-3-yl)-5-((4-(5,6,7,8-tetrahydrobenzo[4,5]thieno[2,3-d]pyrimidin-4-yl)piperazin-1-yl)methyl)isoindoline-1,3-dione